FC=1C=C(C=C(C1C)F)B1OC(C(O1)(C)C)(C)C 2-(3,5-difluoro-4-methylphenyl)-4,4,5,5-tetramethyl-1,3,2-dioxaborolan